[Si](C1=CC=CC=C1)(C1=CC=CC=C1)(C(C)(C)C)OC1C(N(CC1)CCC=1SC=CC1)=O 3-((tert-butyldiphenylsilyl)oxy)-1-(2-(thiophen-2-yl)ethyl)pyrrolidin-2-one